3'-((4-(2-formylphenyl)piperazin-1-yl)methyl)-[1,1'-biphenyl]-4-carboxylic acid C(=O)C1=C(C=CC=C1)N1CCN(CC1)CC=1C=C(C=CC1)C1=CC=C(C=C1)C(=O)O